C1=C(C=CC=2C3=CC=CC=C3NC12)B(O)O Carbazol-2-yl-boronic acid